5-methoxycarbonylmethyl-2'-methyl-uridine COC(=O)CC=1C(NC(N([C@H]2[C@](O)([C@H](O)[C@@H](CO)O2)C)C1)=O)=O